(S)-2-(5-((4-Chloro-5-((3-(2,3-dihydrobenzo[b][1,4]dioxin-6-yl)-2-methylbenzyl)oxy)-2-(((S)-3-hydroxypyrrolidin-1-yl)methyl)phenoxy)methyl)nicotinamido)-5-guanidinopentanoic acid ClC1=CC(=C(OCC=2C=NC=C(C(=O)N[C@H](C(=O)O)CCCNC(=N)N)C2)C=C1OCC1=C(C(=CC=C1)C1=CC2=C(OCCO2)C=C1)C)CN1C[C@H](CC1)O